4-((3-(1,1-difluoropropyl)phenyl)carbamoyl)-2-(3-(3,5-dimethylpyridazin-4-yl)phenyl)-5-methyl-1H-imidazole 3-oxide FC(CC)(F)C=1C=C(C=CC1)NC(=O)C=1[N+](=C(NC1C)C1=CC(=CC=C1)C1=C(N=NC=C1C)C)[O-]